S1C=NC2=C1C=C(C=C2)C2=CC(=NN2C2=NC(=CC=C2)C)CC(=O)NC2=CC(=C(C=C2)F)OC 5-(Benzo[d]thiazol-6-yl)-N-(4-fluoro-3-methoxyphenyl)-1-(6-methylpyridin-2-yl)-1H-pyrazol-3-carboxyamid